tert-butyl N-[5-[[2-(2-cyclobutyl-1-piperidyl)-2-oxo-acetyl]amino]-3-methyl-2-pyridyl]carbamate C1(CCC1)C1N(CCCC1)C(C(=O)NC=1C=C(C(=NC1)NC(OC(C)(C)C)=O)C)=O